methyl 7-(1-(adamantan-1-ylmethyl)-5-methyl-1H-pyrazol-4-yl)-4-chloroquinoline-8-carboxylate C12(CC3CC(CC(C1)C3)C2)CN2N=CC(=C2C)C2=CC=C3C(=CC=NC3=C2C(=O)OC)Cl